NC1=NC=2C=NC(=CC2C2=C1[C@@H](OC2)C)C(=O)N2[C@@H](COC[C@@H]2C)C2=C(C=C(C=C2)C(F)(F)F)F ((3S)-4-amino-3-methyl-1,3-dihydrofuro[3,4-c][1,7]naphthyridin-8-yl)((3R,5S)-3-(2-fluoro-4-(trifluoromethyl)phenyl)-5-methyl-4-morpholinyl)methanone